tri-(2-methoxyphenyl)phosphine COC1=C(C=CC=C1)P(C1=C(C=CC=C1)OC)C1=C(C=CC=C1)OC